Cl.N[C@H](C(=O)OCOC(C(CC(=O)O)N)=O)CC(=O)O O1-methylene (2s,2's)-bis(2-aminosuccinate) hydrochloride